Cyclopentadienyl-Iridium Iodide C1(C=CC=C1)[Ir](I)I